CC1=CC2=C(N=C(N=C2NCCCC2=CC=C(C=C2)C2=NC=C(N=C2)N2CCCC2)N2CCCC2)S1 6-methyl-2-(pyrrolidin-1-yl)-N-(3-(4-(5-(pyrrolidin-1-yl)pyrazin-2-yl)phenyl)propyl)thieno[2,3-d]pyrimidin-4-amine